3-(5-(4-(1-(2-(4-(7-hydroxy-3-phenylchroman-4-yl)phenoxy)ethyl)azetidin-3-yl)but-1-yn-1-yl)-1-oxoisoindolin-2-yl)piperidine-2,6-dione OC1=CC=C2C(C(COC2=C1)C1=CC=CC=C1)C1=CC=C(OCCN2CC(C2)CCC#CC=2C=C3CN(C(C3=CC2)=O)C2C(NC(CC2)=O)=O)C=C1